2-(((S)-1-(1H-1,2,4-triazol-1-yl)propan-2-yl)oxy)-4-(2-((3-(2,2-difluoro-3-methoxypropoxy)-1-((1r,4r)-4-morpholinocyclohexyl)-1H-pyrazol-4-yl)amino)pyrimidin-5-yl)benzonitrile N1(N=CN=C1)C[C@H](C)OC1=C(C#N)C=CC(=C1)C=1C=NC(=NC1)NC=1C(=NN(C1)C1CCC(CC1)N1CCOCC1)OCC(COC)(F)F